FC1=CC=C2C=C(C=CC2=C1C#C[Si](C(C)C)(C(C)C)C(C)C)O[Si](C(C)C)(C(C)C)C(C)C 7-fluoro-8-((triisopropylsilyl)ethynyl)-3-((triisopropylsilyl)oxy)naphthalene